FC=1C=C2/C(/C(NC2=CC1)=O)=C/1\CC(C2=C1NC(=C2C(=O)O)C)C (Z)-6-(5-fluoro-2-oxoindolin-3-ylidene)-2,4-dimethyl-1,4,5,6-tetrahydrocyclopenta[b]pyrrole-3-carboxylic acid